ClC1=C(C=C(N=N1)C=O)C 6-chloro-5-methylpyridazin-3-carbaldehyde